C(#N)C(=C=[N-])C#N 2,2-dicyanoethenylideneazanide